CCCCCCC(CCCCCCCCCC(C(=O)O)O)(O)O 12-trihydroxystearic acid